ClC1=CC(=C(C(=C1C1=C(C=CC=C1O)F)F)NC)C(=O)N1CCN(CC1)C(C=C)=O (4-(6-chloro-2,2'-difluoro-6'-hydroxy-3-(methylamino)-[1,1'-biphenyl]-4-carbonyl)piperazin-1-yl)prop-2-en-1-one